ClN(SC=1SC2=C(N1)C(=CC=C2)CCCCCC)Cl N,N-dichlorohexyl-2-benzothiazolesulfenamide